COC(=O)C1C[C@H]2C([C@H]2C1)(F)F (1r,3r,5s)-6,6-difluorobicyclo[3.1.0]hexane-3-carboxylic acid methyl ester